[C@H]12CN(C[C@H](CC1)N2)N2C(CCCC2=O)=O ((1R,5S)-3,8-diazabicyclo[3.2.1]oct-3-yl)piperidine-2,6-dione